C1(=CC=CC=C1)C1=CC(=NC=C1)N[C@H](C(=O)O)CCN(CCCCC1=NC=2NCCCC2C=C1)CCOC1=NC=CC=C1 (S)-2-((4-phenylpyridin-2-yl)amino)-4-((2-(pyridin-2-yloxy)ethyl)(4-(5,6,7,8-tetrahydro-1,8-naphthyridin-2-yl)butyl)amino)butanoic acid